ClC=1C(=NC=CC1)OC=1C=CC(=C(C1)NC1=NC=NC2=CC(=C(C=C12)OC1CCN(CC1)C(C=C)=O)OC)C(C)(C)O 1-(4-((4-((5-((3-chloropyridin-2-yl)oxy)-2-(2-hydroxypropan-2-yl)phenyl)amino)-7-methoxyquinazolin-6-yl)oxy)piperidin-1-yl)prop-2-en-1-one